5-(3,6-di-tert-butyl-9H-carbazol-1-yl)-N1,N1,N3,N3-tetraphenylbenzene-1,3-diamine C(C)(C)(C)C=1C=C(C=2NC3=CC=C(C=C3C2C1)C(C)(C)C)C=1C=C(C=C(C1)N(C1=CC=CC=C1)C1=CC=CC=C1)N(C1=CC=CC=C1)C1=CC=CC=C1